CC1=C(C(C(=C2COCCN21)C(=O)N)=O)C=2SC=C(C2)C 6-methyl-7-(4-methylthiophen-2-yl)-8-oxo-3,4-dihydro-1H-pyrido[2,1-c][1,4]Oxazine-9-carboxamide